(2S,4R)-4-hydroxy-N-((S)-1-(4-(4-methylthiazol-5-yl)phenyl)ethyl)-1-((R)-3,7,7-trimethyl-5,6,7,8-tetrahydro-4H-cyclohepta[d]isoxazole-8-carbonyl)pyrrolidine-2-carboxamide O[C@@H]1C[C@H](N(C1)C(=O)[C@@H]1C(CCCC=2C(=NOC21)C)(C)C)C(=O)N[C@@H](C)C2=CC=C(C=C2)C2=C(N=CS2)C